ClCC1=CC(=C(C=C1)C1=CC(=C(C=C1)F)C)N1CCC(CC1)C1=C(N=CN1COCC[Si](C)(C)C)C 1-(4-(chloromethyl)-4'-fluoro-3'-methyl-[1,1'-biphenyl]-2-yl)-4-(4-methyl-1-((2-(trimethylsilyl)ethoxy)methyl)-1H-imidazol-5-yl)piperidine